FC=1C=C(C=C(C1)N1N=C(C(=C1)C1OC(C(N1CCC1=CC=C2CC(NC2=C1)=O)=O)C)C1=CNC=C1)C 2-(1-(3-fluoro-5-tolyl)-3-(1H-pyrrol-3-yl)-1H-pyrazol-4-yl)-5-methyl-3-(2-(2-oxoindolin-6-yl)ethyl)oxazolidin-4-one